CN(CCCOC1=CC=C(C=N1)C1=CC=2C=3N(C=NC2C=C1)N(C(C3C3CCOCC3)=O)CC)C 9-(6-(3-(dimethylamino)propoxy)pyridin-3-yl)-3-ethyl-1-(tetrahydro-2H-pyran-4-yl)pyrazolo[1,5-c]quinazolin-2(3H)-one